C[Si]1(CCC(CCC1)N)C 1,1-dimethylsilepan-4-amine